CC(CCCC1=C2C=CC(=CC2=CC=C1)CCN)C 2-(5-[4-methylpentyl]-2-naphthyl)ethylamine